C(C)(C)(C)OC(CC[C@@](C)(C#N)C1=C(C=CC=C1)C1C(CN(CC1)C(=O)[O-])F)=O 4-(((R)-5-(tert-butoxy)-2-cyano-5-oxopentan-2-yl)phenyl)-3-fluoropiperidine-1-carboxylate